6'-amino-5'-[1-(2,6-dichloro-3-fluoro-phenyl)-ethoxy]-1-(2-pyrrolidin-1-yl-ethyl)-1H-[3,3']bipyridinyl-6-one NC1=C(C=C(C=N1)C1=CN(C(C=C1)=O)CCN1CCCC1)OC(C)C1=C(C(=CC=C1Cl)F)Cl